OC12CC3(CC(CC(C1)(C3)O)C2)OC(C(=C)C)=O 3,5-dihydroxy-1-methacryloxyadamantane